N1C(=NC2=C1C=CC=C2)C=2C(=NON2)NCCC#N 3-{[4-(1H-benzimidazol-2-yl)-1,2,5-oxadiazol-3-yl]amino}propionitrile